N-(4-((3-methoxy-4-(2-cyclopropyl-2H-1,2,3-triazol-4-yl)pyridin-2-yl)amino)-5-propionylpyridin-2-yl)cyclopropanecarboxamide COC=1C(=NC=CC1C1=NN(N=C1)C1CC1)NC1=CC(=NC=C1C(CC)=O)NC(=O)C1CC1